octaneene C=CCCCCCC